C1(CCCCC1)C1=CC=C(CN(C(=O)[C@H]2N(CCC2)S(=O)(=O)C2=C(C(=C(C(=C2F)F)F)F)F)C2=CC(=C(C(=O)O)C=C2)O)C=C1 (S)-4-(N-(4-cyclohexyl-benzyl)-1-((pentafluorophenyl)sulfonyl)pyrrolidine-2-carboxamido)-2-hydroxybenzoic acid